ethyl 1-(2,2-difluoroethyl)-1H-1,2,3-triazole-5-carboxylate FC(CN1N=NC=C1C(=O)OCC)F